3-benzyloxy-N-(5-fluoropyridin-3-yl)thiophene-2-carboxamide C(C1=CC=CC=C1)OC1=C(SC=C1)C(=O)NC=1C=NC=C(C1)F